COC(=O)C12CCC(CC1)(CC2)C2=CC(=CC=C2)OC 4-(3-methoxyphenyl)bicyclo[2.2.2]Octane-1-carboxylic acid methyl ester